methyl 4-((4-formyl-2-methoxyphenoxy) methyl)benzoate C(=O)C1=CC(=C(OCC2=CC=C(C(=O)OC)C=C2)C=C1)OC